2-fluoro-1-(3-(4-(1-(2-(methylsulfonyl)ethyl)-1H-pyrazol-4-yl)-1-(4-(trifluoromethoxy)phenyl)-1H-pyrazolo[3,4-b]pyridin-3-yl)azetidin-1-yl)prop-2-en-1-one FC(C(=O)N1CC(C1)C1=NN(C2=NC=CC(=C21)C=2C=NN(C2)CCS(=O)(=O)C)C2=CC=C(C=C2)OC(F)(F)F)=C